[7-(2,4-difluoro-6-isopropoxy-phenyl)-6-[1-[(3S)-1-prop-2-enoylpyrrolidin-3-yl]pyrazol-4-yl]thieno[3,2-c]pyridin-4-yl] trifluoromethanesulfonate FC(S(=O)(=O)OC1=NC(=C(C2=C1C=CS2)C2=C(C=C(C=C2OC(C)C)F)F)C=2C=NN(C2)[C@@H]2CN(CC2)C(C=C)=O)(F)F